methyl (Z)-2-[5-[4-(ethoxymethyl)thiazol-2-yl]-2-methyl-phenoxy]-3-methoxy-prop-2-enoate C(C)OCC=1N=C(SC1)C=1C=CC(=C(O\C(\C(=O)OC)=C/OC)C1)C